tert-butyl 6-bromo-2-oxo-1,2,3,4-tetrahydro-1,8-naphthyridine-1-carboxylate BrC=1C=C2CCC(N(C2=NC1)C(=O)OC(C)(C)C)=O